3-(2-Bromoacetyl)bicyclo[1.1.1]Pentane-1-carbonitrile BrCC(=O)C12CC(C1)(C2)C#N